3-(2,2,2-trifluoroethoxy)-1-((2-(trimethylsilyl)ethoxy)methyl)-1H-pyrazol-4-amine FC(COC1=NN(C=C1N)COCC[Si](C)(C)C)(F)F